(S)-2-(2,5-difluoro-4-(6-((2-fluoro-4-(2-methylthiazol-5-yl)benzyl)oxy)pyridin-2-yl)benzyl)-1-(4,4-dimethyltetrahydrofuran-3-yl)-1H-benzo[d]imidazole-6-carboxylic acid FC1=C(CC2=NC3=C(N2[C@@H]2COCC2(C)C)C=C(C=C3)C(=O)O)C=C(C(=C1)C1=NC(=CC=C1)OCC1=C(C=C(C=C1)C1=CN=C(S1)C)F)F